1-toluenesulfonyl-indoline C(C1=CC=CC=C1)S(=O)(=O)N1CCC2=CC=CC=C12